N-(3-chloro-4-fluorophenyl)-4-(5-((S)-4,4-difluoro-3-hydroxybut-1-yn-1-yl)-5-hydroxyoctahydropentalen-2-yl)-1-methyl-1H-imidazole-5-carboxamide ClC=1C=C(C=CC1F)NC(=O)C1=C(N=CN1C)C1CC2CC(CC2C1)(O)C#C[C@@H](C(F)F)O